C(C)(C)(C)C1CCN(CC1)C(=O)C1=CC(=NC(=C1C)C)C(=O)N1CCC(CC1)(C#N)C1=CC=CC=C1 1-[4-(4-tert-butylpiperidine-1-carbonyl)-5,6-dimethyl-pyridine-2-carbonyl]-4-phenyl-piperidine-4-carbonitrile